tert-butyl (2s,5r)-4-((dimethylphosphoryl) (4-fluorophenyl) methyl)-2,5-dimethylpiperazine-1-carboxylate CP(=O)(C)C(N1C[C@@H](N(C[C@H]1C)C(=O)OC(C)(C)C)C)C1=CC=C(C=C1)F